CN1CCN(CC1)C=1C=C2C(=NC1)NC=C2C2=CC=1N(C=C2)N=CC1C(=O)N[C@@H](C(F)(F)F)C (R)-5-(5-(4-methylpiperazin-1-yl)-1H-pyrrolo[2,3-b]pyridin-3-yl)-N-(1,1,1-trifluoropropan-2-yl)pyrazolo[1,5-a]pyridine-3-carboxamide